C(#C)C1CC(C1)NC(OC(C)(C)C)=O tert-butyl ((1s,3s)-3-ethynylcyclobutyl)carbamate